C(=O)C1=C(C=C(N=N1)NC(OC(C)(C)C)=O)OC tert-butyl N-(6-formyl-5-methoxy-pyridazin-3-yl)carbamate